Ethyl 7-chloro-2-hydroxypyrazolo[1,5-a]pyridine-3-carboxylate ClC1=CC=CC=2N1N=C(C2C(=O)OCC)O